8-(3-chloro-2-fluorophenyl)-8-methyl-2-(methylsulfanyl)-7,8-dihydropyrido[4,3-d]pyrimidin-5(6H)-one ClC=1C(=C(C=CC1)C1(CNC(C2=C1N=C(N=C2)SC)=O)C)F